NC1=CC=C(CNC(=O)N2CCC3(N(C4=CC=C(C=C4C(C3)=O)F)C)CC2)C=C1 N-(4-aminobenzyl)-6'-fluoro-1'-methyl-4'-oxo-3',4'-dihydro-1'H-spiro[piperidine-4,2'-quinoline]-1-carboxamide